N-(1-(3,5-dimethylcyclohexyl)-6-(4-fluorophenyl)-1H-pyrazolo[3,4-d]pyrimidin-4-yl)-5-nitrothiophene-2-carboxamide CC1CC(CC(C1)C)N1N=CC=2C1=NC(=NC2NC(=O)C=2SC(=CC2)[N+](=O)[O-])C2=CC=C(C=C2)F